5-(trifluoromethyl)benzene-1,3-diamine FC(C=1C=C(C=C(C1)N)N)(F)F